4-(3,7-dimethyloct-1,6-dienyl)pyridine CC(C=CC1=CC=NC=C1)CCC=C(C)C